C(C1=CC=CC=C1)(=O)C1=C(C(=O)O)C=CC=C1.CC1=C(C(=O)C2=CC=CC=C2)C=CC(=C1)C1=CC=CC=C1 methyl-4-phenylbenzophenone o-benzoylbenzoate